C1NCC12CN(CC2)CC=2C=CC(=C(C2)C2=CC(=C(C=C2)C#N)F)C=2C=C1C=NN(C1=CC2F)CC(C)(C)O 5'-((2,6-diazaspiro[3.4]oct-6-yl)methyl)-3-fluoro-2'-(6-fluoro-1-(2-hydroxy-2-methylpropyl)-1H-indazol-5-yl)-[1,1'-biphenyl]-4-carbonitrile